(aminomethyl)-4-bromo-N-(cyclobutylmethyl)aniline NCN(C1=CC=C(C=C1)Br)CC1CCC1